N(=C=S)[C@@H](CC1=CC=C(C=C1)[N+](=O)[O-])C=1N=C(SC1)C1=CC=CC=C1 (S)-4-[1-isothiocyanato-2-(4-nitrophenyl)-ethyl]-2-phenylthiazole